The molecule is a member of the class of acetophenones that is acetophenone substituted by a hydroxy group at position 4 and a methyl group at position 2 respectively. It has a role as a metabolite. It is a member of acetophenones and a member of phenols. CC1=C(C=CC(=C1)O)C(=O)C